C(N)(=O)C=1C(=NC(=NC1)N1C[C@H](CCC1)NC(OC(C)(C)C)=O)NC1=CN(C(C(=C1)C(C)C)=O)C(C)C tert-Butyl (S)-(1-(5-carbamoyl-4-((1,5-diisopropyl-6-oxo-1,6-dihydropyridin-3-yl)amino)pyrimidin-2-yl)piperidin-3-yl)carbamate